Cl.CN1C=NC(=C1)C=1C=C2CCNCC2=C(C1)N[C@@H]1COCC1 (S)-6-(1-Methyl-1H-imidazol-4-yl)-N-(tetrahydrofuran-3-yl)-1,2,3,4-tetrahydroisoquinolin-8-amine hydrochloride